NC=1C(=CC(=C(C1)NC1=NC=C(C(=N1)N1CC(C2=NC(=CC=C21)C)(C)C)C(=O)OC(C)C)OC)N(C)CCN(C)C Isopropyl 2-((5-amino-4-((2-(dimethylamino)ethyl)(methyl)amino)-2-methoxyphenyl)amino)-4-(3,3,5-Trimethyl-2,3-dihydro-1H-pyrrolo[3,2-b]pyridin-1-yl)pyrimidine-5-carboxylate